2-chloro-5-iodo-4-(4-methoxypiperidin-1-yl)pyridine ClC1=NC=C(C(=C1)N1CCC(CC1)OC)I